BrC1=C(C(=C2C(=NC(=NC2=C1F)SC)N1CC2(CN(C2)C(=O)C2C(C2)(F)F)CCCC1CO)F)Cl (6-(7-bromo-6-chloro-5,8-difluoro-2-(methylthio)quinazolin-4-yl)-7-(hydroxymethyl)-2,6-diazaspiro[3.6]decan-2-yl)(2,2-difluorocyclopropyl)methanone